BrC1=NN2CC=3C=NN(C3C3=CN=C(C(O[C@@H](C4=CC(=CC=C4C2=C1)F)C)=C3)N)CC (19R)-10-bromo-3-ethyl-16-fluoro-19-methyl-20-oxa-3,4,8,9,23-pentaazapentacyclo[19.3.1.02,6.08,12.013,18]pentacosa-1(24),2(6),4,9,11,13,15,17,21(25),22-decaen-22-amine